(3R)-1-(6-chloro-2-(((3S,4S)-4-(difluoromethyl)-1,3-dimethylpiperidin-3-yl)methoxy)-7-(8-ethyl-7-fluoro-3-hydroxynaphthalen-1-yl)-8-fluoroquinazolin-4-yl)-3-methylpiperidin-3-ol ClC=1C=C2C(=NC(=NC2=C(C1C1=CC(=CC2=CC=C(C(=C12)CC)F)O)F)OC[C@@]1(CN(CC[C@@H]1C(F)F)C)C)N1C[C@@](CCC1)(O)C